BrCCCCOC=1C=C2C=CNC2=CC1 5-(4-bromobutoxy)-1H-indole